C(#N)C1=CC=C(C2=C1C=CO2)COC2=CC=CC(=N2)C2CCN(CC2)C(=O)[O-] 4-(6-((4-cyanobenzofuran-7-yl)methoxy)pyridin-2-yl)piperidine-1-carboxylate